tert-butyl-4-ethynylpiperidine-1-carboxylate C(C)(C)(C)OC(=O)N1CCC(CC1)C#C